C(C)(C)(C)OC(=O)N[C@@H](CNN(C(=O)OCC1=CC=CC=C1)C)CCO benzyl (R)-2-(2-((tert-butoxycarbonyl)amino)hydroxybutyl)-1-methylhydrazine-1-carboxylate